N-(5-(pyridin-2-yl)pyrimidin-2-yl)nicotinamide N1=C(C=CC=C1)C=1C=NC(=NC1)NC(C1=CN=CC=C1)=O